3-(2-methylpyridin-3-yl)-7,8-dihydro-1,6-naphthyridin CC1=NC=CC=C1C=1C=NC=2CCN=CC2C1